COC(C(C)SC=1N=C(C2=C(N1)CCC2)NC2=CC=C(C=C2)C#N)=O 2-((4-((4-cyanophenyl)amino)-6,7-dihydro-5H-cyclopenta[d]pyrimidin-2-yl)thio)propanoic acid methyl ester